tert-butyl 6-(3-(2-(2-methoxyethyl)-2H-indazol-5-yl)-5-methyl-1H-pyrazol-1-yl)-2-azaspiro[3.3]heptane-2-carboxylate COCCN1N=C2C=CC(=CC2=C1)C1=NN(C(=C1)C)C1CC2(CN(C2)C(=O)OC(C)(C)C)C1